CC1(CCC1)C1=CC=2C(=NC=C(N2)C=O)O1 6-(1-methylcyclobutyl)furo[2,3-b]pyrazine-2-carbaldehyde